N-(4-acetamidophenyl)-2-(3-chlorophenyl)-2-hydroxyacetamide C(C)(=O)NC1=CC=C(C=C1)NC(C(O)C1=CC(=CC=C1)Cl)=O